C(C1=CC(OC)=C(O)C=C1)C1=NC=CC(=C1)C1=CC=NC=C1 vanillyl-4,4'-bipyridine